2-oxaspiro[3.5]nonane-7-one C1OCC12CCC(CC2)=O